O=C1N(CCC(N1)=O)C=1C=C(C(=O)N2CCC3(CCN(CC3)CCC=O)CC2)C=CC1OC 3-(9-(3-(2,4-dioxotetrahydropyrimidin-1(2H)-yl)-4-methoxybenzoyl)-3,9-diazaspiro[5.5]undec-3-yl)propanal